C(C)(C)(C)OC(N(C)C)N(C)C 1-tert-butoxy-N,N,N',N'-tetramethyl-methanediamine